FS(C1=CC=C(C=C1)N[C@@H]1CC[C@H](CC1)S(=O)(=O)C1=CC=C(C=C1)C1=CC(NC=C1)=O)(F)(F)(F)F 4-(4-{[trans-4-{[4-(pentafluoro-λ6-sulfanyl)phenyl]Amino}cyclohexyl]sulfonyl}phenyl)-1,2-dihydropyridin-2-one